C1(CC1)C=1N=CC(=NC1)N[C@@H]1C[C@H](CC1)N (1S,3S)-N1-(5-Cyclopropylpyrazin-2-yl)cyclopentane-1,3-diamine